C(C)(C)(C)OC(=O)N1CCC(CC1)CC=O 4-(2-ketoethyl)piperidine-1-carboxylic acid tert-butyl ester